4-(((1R,2S)-2-fluorocyclopropyl)amino)-5-methoxy-1-phenyl-7-(trifluoromethyl)quinazolin-2(1H)-one F[C@@H]1[C@@H](C1)NC1=NC(N(C2=CC(=CC(=C12)OC)C(F)(F)F)C1=CC=CC=C1)=O